6-Chloro-N-[1-(4-methoxybenzyl)piperidin-4-yl]-2-{4-[4-(1,3-thiazol-5-ylmethyl)piperazin-1-yl]phenyl}-3H-imidazo[4,5-b]pyridin-7-amine ClC=1C(=C2C(=NC1)NC(=N2)C2=CC=C(C=C2)N2CCN(CC2)CC2=CN=CS2)NC2CCN(CC2)CC2=CC=C(C=C2)OC